Spiro[chromane-4,4'-piperidin]-1'-ium chloride [Cl-].[NH2+]1CCC2(CC1)CCOC1=CC=CC=C12